COC1=NC=CC(=C1)C1=C(C2=C(S1)CCC2)NC(=O)NS(=O)(=O)C2=CC=1CN3CCC(C1S2)CC3 N-((2-(2-methoxypyridin-4-yl)-5,6-dihydro-4H-cyclopenta[b]thiophen-3-yl)carbamoyl)-4,6,7,8-tetrahydro-5,8-ethanothieno[3,2-c]azepine-2-sulfonamide